C(C)(=O)OCCC\C=C\CCCl (4E)-7-chloro-4-heptenyl acetate